1-(2,3-dichlorophenyl)-2,5-dimethyl-6-oxo-1,6-dihydropyrimidin-4-yl-trifluoromethanesulfonic acid ClC1=C(C=CC=C1Cl)N1C(=NC(=C(C1=O)C)OS(=O)(=O)C(F)(F)F)C